3-bromoquinoxaline-2-carbaldehyde oxime BrC=1C(=NC2=CC=CC=C2N1)C=NO